((1R,4R,7R)-7-amino-2-azabicyclo[2.2.1]heptan-2-yl)(2-(1-(cyclopropylmethyl)-5-methyl-1H-indol-2-yl)-7-methoxy-1-methyl-1H-benzo[d]imidazol-5-yl)methanone N[C@H]1[C@@H]2N(C[C@H]1CC2)C(=O)C2=CC1=C(N(C(=N1)C=1N(C3=CC=C(C=C3C1)C)CC1CC1)C)C(=C2)OC